2-thioxo-7H-purin-6-one S=C1NC(C=2NC=NC2N1)=O